(3,4-dihydroxy-5-(4-chlorophenyl)-2-furanyl)ethane OC1=C(OC(=C1O)C1=CC=C(C=C1)Cl)CC